1-(4-(2-(2,5-Dimethyl-[1,2,4]triazolo[1,5-a]pyridin-8-yl)-3-isopropyl-1H-indol-5-yl)piperidin-1-yl)-2-(dimethylamino)ethan-1-on CC1=NN2C(C(=CC=C2C)C=2NC3=CC=C(C=C3C2C(C)C)C2CCN(CC2)C(CN(C)C)=O)=N1